N1N=CC2=CC(=CC=C12)NC1=NC(=NC=C1)C1=CC=C2C=C(NC2=C1)C(=O)NC=1C=NC=CC1 6-(4-((1H-indazol-5-yl)amino)-pyrimidin-2-yl)-N-(pyridin-3-yl)-1H-indole-2-carboxamide